ClC1=CC(=C(C=C1)C1=CC(=NC=2N1C=C(N2)C)N2CC(OCC2)C=2C=NN(C2)C2CC2)F 4-[5-(4-chloro-2-fluoro-phenyl)-2-methyl-imidazo[1,2-a]pyrimidin-7-yl]-2-(1-cyclopropylpyrazol-4-yl)morpholine